O=C1N(C(C2=CC=CC=C12)=O)CCCCCCCCCCCCCCN(C(=O)[C@@H]1CN(CCC1)C1=CN=CC2=CC=CC=C12)C=1C=CC(N(C1)CC(=O)OCC)=O ethyl (S)-2-(5-(N-(14-(1,3-dioxoisoindolin-2-yl)tetradecyl)-1-(isoquinolin-4-yl)piperidine-3-carboxamido)-2-oxopyridin-1(2H)-yl)acetate